C(C)(C)(C)OC(NC1CCN(CC1)C1=NC(=NC=C1)Cl)=O (1-(2-chloropyrimidin-4-yl)piperidin-4-yl)carbamic acid tert-butyl ester